[Br-].C(CC)[N+](CCC)(CCC)CCC tetrapropylammonium bromide salt